5-oxopent-3-en O=CC=CCC